6-((S)-1-(4-chlorophenyl)ethyl)-9-isopropyl-2-(pyridin-2-yl)-2,6,9-triazaspiro[4.5]decane-7,10-dione ClC1=CC=C(C=C1)[C@H](C)N1C2(CCN(C2)C2=NC=CC=C2)C(N(CC1=O)C(C)C)=O